ClC=1C=C(C=NC1C1=NN(C=C1)C)NC(=O)C=1C=NN(C1C(F)(F)F)C=1C=CC=C2C=CN=CC12 N-(5-Chloro-6-(1-methyl-1H-pyrazol-3-yl)pyridin-3-yl)-1-(isochinolin-8-yl)-5-(trifluoromethyl)-1H-pyrazol-4-carboxamid